CN1[C@@H](CCC1)COC=1N=C(C2=C(N1)OC1(CC2)C2=CC=CC=C2C=2C=CC=CC21)N2C[C@@H](NCC2)CC#N 2-((S)-4-(2'-(((S)-1-methylpyrrolidin-2-yl)methoxy)-5',6'-dihydrospiro[fluorene-9,7'-pyrano[2,3-d]pyrimidin]-4'-yl)piperazin-2-yl)acetonitrile